3-(2-chloro-3-fluorophenoxy)-N-(3-(methylsulfonyl)phenyl)-6-(trifluoromethyl)pyridazine-4-carboxamide ClC1=C(OC=2N=NC(=CC2C(=O)NC2=CC(=CC=C2)S(=O)(=O)C)C(F)(F)F)C=CC=C1F